NC1=CC=CC=2N1C=C(N2)C(=O)OCC ethyl 5-aminoimidazo[1,2-a]pyridine-2-carboxylate